ClC=1C=C(C=C(C1)NS(=O)(=O)C)NC(=O)C1=CN(C(=C1)C1=NC=C(C=C1)C1CCOCC1)C N-(3-chloro-5-(methylsulfonamido)phenyl)-1-methyl-5-(5-(tetrahydro-2H-pyran-4-yl)pyridin-2-yl)-1H-pyrrole-3-carboxamide